1-(5-bromo-2-(3-fluoropyridin-4-yl)phenyl)ethanol BrC=1C=CC(=C(C1)C(C)O)C1=C(C=NC=C1)F